methyl 5-hydroxy-2-methoxy-6-phenylnicotinate OC=1C(=NC(=C(C(=O)OC)C1)OC)C1=CC=CC=C1